O=C1NC(CCC1N1C(C2=CC=CC(=C2C1=O)NCCCCCCCC1=C(C(=O)N)C=CC=C1)=O)=O (7-((2-(2,6-dioxopiperidin-3-yl)-1,3-dioxoisoindolin-4-yl)amino)heptyl)benzamide